C(N)(OC[C@@H]1OC2=CC=CC=C2C(C1)=O)=O (((R)-4-oxochroman-2-yl)methyl) carbamate